NCCC=1C=CC(=NC1)C1=C(C=C(C#N)C=C1)OC=1N(N=C(C1)N(C)C)C 4-[5-(2-aminoethyl)pyridin-2-yl]-3-[5-(dimethylamino)-2-methylpyrazol-3-yl]oxybenzonitrile